phenyl-3-4-methoxyphenyl-4-isopropyloxycarbonyl-isoxazoline C1(=CC=CC=C1)C1(C(=NOC1)C1=CC=C(C=C1)OC)C(=O)OC(C)C